4-(dibenzo[b,d]furan-4-yl)-N-(4-(naphthalen-1-yl)phenyl)aniline C1=CC=C(C=2OC3=C(C21)C=CC=C3)C3=CC=C(NC2=CC=C(C=C2)C2=CC=CC1=CC=CC=C21)C=C3